C(C=C)(=O)OCC(NCCCCCCCC)=O 2-oxo-2-(octylamino)ethyl acrylate